methyl-2,5-dimethoxytetrahydrofuran CC1(OC(CC1)OC)OC